2-chloro-3-(methoxymethoxy)-5-(3-methoxypropyl)pyridine ClC1=NC=C(C=C1OCOC)CCCOC